CC([C@H](C)NC(=O)C1=C(C(=NN1C)C1=CC=C(C=C1)COC)NS(=O)(=O)C1=CC=C(C=C1)C)(C)C (S)-N-(3,3-dimethylbutan-2-yl)-3-(4-(methoxymethyl)phenyl)-1-methyl-4-((4-methylphenyl)sulphonamido)-1H-pyrazole-5-carboxamide